NC1=C(C=CC(=C1)N1CC2=CC=C(C=C2CC1)F)NC(OCC)=O ethyl (2-amino-4-(6-fluoro-3,4-dihydroisoquinolin-2(1H)-yl)phenyl)carbamate